C(CCCCCCCCCCC)OC(CCCCCCNCCCN(CCCCCCC(=O)[O-])CCCCCCC(=O)OCCCCCCCCCCCCCCCCCCCCCC)=C=O docosyl 7,7'-((3-((7-(dodecyloxy)-7-carbonylheptyl)amino)propyl)azanediyl)diheptanoate